2,7-dichloro-4-(3,3-difluoropiperidin-1-yl)-8-fluoropyrido[4,3-d]pyrimidine ClC=1N=C(C2=C(N1)C(=C(N=C2)Cl)F)N2CC(CCC2)(F)F